4-hydroxy-N,N,2-trimethyl-1H-benzo[d]imidazole-6-carboxamide OC1=CC(=CC=2NC(=NC21)C)C(=O)N(C)C